CC(C#N)CNC=O methyl-beta-formylaminopropionitrile